(S)-N-((4,6-dimethyl-2-oxo-1,2-dihydropyridin-3-yl)methyl)-5-(ethyl-(tetrahydro-2H-pyran-4-yl)amino)-4'-(3-hydroxypyrrolidin-1-ylmethyl)-4-methyl-[1,1'-biphenyl]-3-carboxamide TFA salt OC(=O)C(F)(F)F.CC1=C(C(NC(=C1)C)=O)CNC(=O)C=1C=C(C=C(C1C)N(C1CCOCC1)CC)C1=CC=C(C=C1)CN1C[C@H](CC1)O